FC1=CC=C2C(C(NC2=C1F)=O)(C1=CC=C(C=C1)OC(F)(F)F)C1=CC(=C(C=C1)O)F 6,7-difluoro-3-(3-fluoro-4-hydroxyphenyl)-3-(4-(trifluorometh-oxy)phenyl)indolin-2-one